C(C)(C)(C)C=1C=C(CP(OCC)(OCC)[O-])C=C(C1O)C(C)(C)C diethyl 3,5-di-tert-butyl-4-hydroxybenzylphosphite